8-ethyl-1-oxaspiro[4.5]decan-2-one C(C)C1CCC2(CCC(O2)=O)CC1